N1=CC=C(C=C1)C1=CSC=2C1=NC(=CC2)OCC2CN(CCO2)C(=O)OC(C)(C)C tert-butyl 2-(((3-(pyridin-4-yl)thieno[3,2-b]pyridin-5-yl)oxy)-methyl)morpholine-4-carboxylate